CC1=C(C=CC=C1C)N1CCN(CC1)C(CN1N=C(C2=C1CCC2)C(=O)N2CCC(CC2)C=2C=NNC2)=O 1-[4-(2,3-dimethylphenyl)piperazin-1-yl]-2-{3-[4-(1H-pyrazol-4-yl)piperidine-1-carbonyl]-5,6-dihydrocyclopenta[c]pyrazol-1(4H)-yl}ethan-1-one